C(C)CS(=O)(=O)O.C(C)CS(=O)(=O)O.C(C)(C)(C)N1C2(CCC(C1)CC2)C2=NC(=NO2)CCC2=CC=CC=C2 tert-butyl-(1s,4s)-1-(3-phenethyl-1,2,4-oxadiazol-5-yl)-2-azabicyclo[2.2.2]octane ethyl-methanesulfonate (ETHYLMETHANESULFONATE)